C(C)N=C=NCCCN(C)C 1-Ethyl-3-[3-(dimethylamino)-propyl]carbodiimide